FC1=CC=C(C=C1C1=CC(=C(C=C1)OC)C(NC=1C=C2C(CCC2=CC1C(NC1=CC(=C(C=C1)F)C(F)(F)F)=O)O)=O)C(=O)O 6-fluoro-3'-((6-((4-fluoro-3-(trifluoromethyl)phenyl)-carbamoyl)-3-hydroxy-2,3-dihydro-1H-inden-5-yl)carbamoyl)-4'-methoxy-[1,1'-biphenyl]-3-carboxylic acid